5,6-DIMETHOXY-1-INDANON COC=1C=C2CCC(C2=CC1OC)=O